C(C)(=O)O.CC1OCCCC1N 2-methyltetrahydro-2H-pyran-3-amine acetate